1-isobutyl-5-(4,4,5,5-tetramethyl-1,3,2-dioxaborolan-2-yl)-1H-pyrazole C(C(C)C)N1N=CC=C1B1OC(C(O1)(C)C)(C)C